chloro-8'-{4-(trifluoromethyl)phenoxy}-7',8'-dihydro-6'H-spiro[[1,3]dioxolane-2,5'-quinoline] ClC1=NC=2C(CCC3(C2C=C1)OCCO3)OC3=CC=C(C=C3)C(F)(F)F